BrC=1N(C2=NC(=NC(=C2N1)N1[C@H](COCC1)C)N1N=CC(=C1)C1=CC=CC=C1)CC (S)-4-(8-bromo-9-ethyl-2-(4-phenyl-1H-pyrazol-1-yl)-9H-purin-6-yl)-3-methylmorpholine